C(C)(C)(C)OC(=O)N1CCN(CC1)C1=NC=C(C=C1)C=1C=2N(C=C(C1)C1=NN(C(=C1)C)C)N=CC2C#N 4-(5-(3-cyano-6-(1,5-dimethyl-1H-pyrazol-3-yl)pyrazolo[1,5-a]pyridin-4-yl)pyridin-2-yl)piperazine-1-carboxylic acid tert-butyl ester